[1,4-dihydroxybutylsilyl]benzene OC(CCCO)[SiH2]C1=CC=CC=C1